FC1=CC=C(CN2N=CC3=C(C2=O)N(C2=C3SC(=N2)C)C)C=C1 6-(4-Fluorobenzyl)-2,4-dimethyl-4H-thiazolo[5',4':4,5]pyrrolo[2,3-d]pyridazin-5(6H)-one